(2S)-4-Cyclopropyl-2-(3,5-dichlorophenyl)-5-(naphthalen-1-ylmethyl)-7-oxo-2,2a,7,8a-tetrahydro-1H-azeto[2',3':4,5]thiazolo[3,2-a]pyridine C1(CC1)C1=C2N(C(C=C1CC1=CC=CC3=CC=CC=C13)=O)C1C(S2)[C@@H](N1)C1=CC(=CC(=C1)Cl)Cl